2-methyl-N-(6-oxo-1,9-dihydropurin-2-yl)propanamide CC(C(=O)NC=1NC(C=2N=CNC2N1)=O)C